4-(2-methanesulfonylethyl)aniline CS(=O)(=O)CCC1=CC=C(N)C=C1